tert-butyl 4-((1-(3-nitrophenyl)piperidin-4-yl)methyl)piperazine-1-carboxylate [N+](=O)([O-])C=1C=C(C=CC1)N1CCC(CC1)CN1CCN(CC1)C(=O)OC(C)(C)C